NC1=C(C=NC(=C1F)Br)O 4-amino-6-bromo-5-fluoropyridin-3-ol